2-[(E)-3-(4-Carboxyphenyl)prop-2-enoyl]-3-(cyclohexylmethoxy)phenolate C(=O)(O)C1=CC=C(C=C1)/C=C/C(=O)C1=C(C=CC=C1OCC1CCCCC1)[O-]